(6-(3-cyanopyrrolo[1,2-b]pyridazin-7-yl)-4-(methylamino)pyridin-2-yl)boronic acid C(#N)C1=CC=2N(N=C1)C(=CC2)C2=CC(=CC(=N2)B(O)O)NC